OC1=NC=2CN(CCC2C=C1C(F)(F)F)C(=O)OC(C)(C)C tert-butyl 2-hydroxy-3-(trifluoromethyl)-6,8-dihydro-5H-1,7-naphthyridine-7-carboxylate